COC1=C(C=C2C(NC(NC2=O)=S)=O)C=CC(=C1)OC 5-(2,4-Dimethoxybenzylidene)-2-thioxodihydropyrimidine-4,6(1H,5H)-dione